NC1=C2N=CN(C2=NC(=N1)Cl)[C@H]1[C@H]([C@@H]([C@H](O1)COC(C(=O)O)(C(=O)O)CC1=CC=C(C=C1)C=1OC(=NN1)C)O)F 2-(((2R,3R,4S,5R)-5-(6-amino-2-chloro-9H-purin-9-yl)-4-fluoro-3-hydroxytetrahydrofuran-2-yl)methoxy)-2-(4-(5-methyl-1,3,4-oxadiazol-2-yl)benzyl)malonic acid